tert-butyl (7aR)-4-bromo-5-chloro-1-methyl-13-oxo-1,7a,8,10,11,13-hexahydropyrazino[2',1':3,4][1,4]oxazepino[7,6-g]indazole-9(7H)-carboxylate BrC1=C2C=NN(C2=C2C(=C1Cl)OC[C@@H]1N(C2=O)CCN(C1)C(=O)OC(C)(C)C)C